N-((R)-4,4-difluoro-1-(oxetan-3-yl)pyrrolidin-3-yl)-5-(1-((S)-1,1-difluoropropan-2-yl)-1H-benzo[d][1,2,3]triazol-6-yl)-6-fluoro-4-methoxypyrrolo[2,1-f][1,2,4]triazin-2-amine FC1([C@@H](CN(C1)C1COC1)NC1=NN2C(C(=N1)OC)=C(C(=C2)F)C=2C=CC1=C(N(N=N1)[C@H](C(F)F)C)C2)F